2-(3-fluorophenyl)-4-(3-piperidinylthio)-thieno[2,3-d]pyridazine-7-carboxylic acid amide FC=1C=C(C=CC1)C1=CC=2C(=C(N=NC2SC2CNCCC2)C(=O)N)S1